(R)-1-(thiazol-2-ylcarbamoyl)-6-azaspiro[2.5]octane-6-carboxylate S1C(=NC=C1)NC(=O)[C@@H]1CC12CCN(CC2)C(=O)[O-]